C(#N)C1=CC=C(C=C1)C(N1N=CN=C1)C1=CC=C(C=C1)C#N 1-[bis(4-cyanophenyl)methyl]-1,2,4-triazole